N6-(1-ethylpropyl)-3-isopropyl-N8-[2-(2-pyridyl)ethyl]-[1,2,4]triazolo[4,3-b]pyridazine-6,8-diamine C(C)C(CC)NC=1C=C(C=2N(N1)C(=NN2)C(C)C)NCCC2=NC=CC=C2